C1(=CC=CC=C1)N1C(C2=CC(=CC=C2CC1)C=C)=O 2-phenyl-7-vinyl-3,4-dihydroisoquinolin-1(2H)-one